2-amino-N-((5-cyano-2-pyridinyl)methyl)-3,4-dimethyl-N-((1S)-1-(2-pyrimidinyl)ethyl)-6-quinolinecarboxamide NC1=NC2=CC=C(C=C2C(=C1C)C)C(=O)N([C@@H](C)C1=NC=CC=N1)CC1=NC=C(C=C1)C#N